(3R,4R,5S,6R)-6-(acetoxymethyl)-3-(cyclohexanecarboxamido)tetrahydro-2H-pyran-2,4,5-triyl triacetate C(C)(=O)OC1O[C@@H]([C@H]([C@@H]([C@H]1NC(=O)C1CCCCC1)OC(C)=O)OC(C)=O)COC(C)=O